C1(=CC=C(C=C1)C#N)C1=CC=CC=C1 Biphenyl-4-Carbonitrile